C(C)(C)(C)OC(=O)N(C1=CC(=NC=2N1N=CC2C(C)C)NC[C@@H]2[C@H](CN(CC2)C(=O)OC(C)(C)C)O)CC2=CC=C(C=C2)C2=NC=CC=C2OC tert-butyl (3R,4R)-4-(((7-((tert-butoxycarbonyl)(4-(3-methoxypyridin-2-yl)benzyl)amino)-3-isopropylpyrazolo[1,5-a]pyrimidin-5-yl)amino)methyl)-3-hydroxypiperidine-1-carboxylate